N-(2-methoxy-4-(1-methyl-1H-1,2,3-triazol-5-yl)phenyl)-6-methyl-8-(1-oxa-6-azaspiro[3.3]heptan-6-yl)pyrido[3,4-d]pyrimidin-2-amine COC1=C(C=CC(=C1)C1=CN=NN1C)NC=1N=CC2=C(N1)C(=NC(=C2)C)N2CC1(CCO1)C2